2-hydroxy-4-(isooctyloxy)benzophenone OC1=C(C(=O)C2=CC=CC=C2)C=CC(=C1)OCCCCCC(C)C